ClC=1C(=CC(=C(CC=2C(=NC(=NC2)NC2CCCCC2)N)C1)C(C)C)OC 5-(5-Chloro-2-isopropyl-4-methoxy-benzyl)-N*2*-cyclohexyl-pyrimidine-2,4-diamine